tert-butyl (2-(1-cyclopropyl-4,4-difluoro-3-hydroxypent-1-yn-3-yl)-5-(hydroxymethyl)phenyl)carbamate C1(CC1)C#CC(C(C)(F)F)(O)C1=C(C=C(C=C1)CO)NC(OC(C)(C)C)=O